[(2R,3S,5R)-5-(6-amino-2-fluoro-9H-purin-9-yl)-2-ethynyl-3-(propanoyloxy) oxolan-2-yl]methyl pentanoate C(CCCC)(=O)OC[C@]1(O[C@H](C[C@@H]1OC(CC)=O)N1C2=NC(=NC(=C2N=C1)N)F)C#C